N-[(1S)-1-(2-pyridyl)ethyl]-8-[4-(trifluoromethyl)phenyl]quinoline-3-carboxamide N1=C(C=CC=C1)[C@H](C)NC(=O)C=1C=NC2=C(C=CC=C2C1)C1=CC=C(C=C1)C(F)(F)F